2-chloro-4-fluoro-5-(1-methyl-1H-pyrazol-4-yl)pyridine 2,2-difluoropropyl-2-amino-4-iodo-5,7-dihydro-6H-pyrrolo[3,4-d]pyrimidine-6-carboxylate FC(COC(=O)N1CC=2N=C(N=C(C2C1)I)N)(C)F.ClC1=NC=C(C(=C1)F)C=1C=NN(C1)C